O=C(CC1=CC=C(C=C1)C1=C2C(=NC=C1)NC=C2)N2CCSCC2 4-(4-(2-oxo-2-thiomorpholinoethyl)phenyl)-1H-pyrrolo[2,3-b]pyridin